[C@@]12(CCC([C@@H]1C2)(C)O)C(C)C trans-4-thujanol